2-oxo-2-phenylacetic acid methyl ester (methyl benzoylformate) CC1=C(C(=O)C(=O)O)C=CC=C1.COC(C(C1=CC=CC=C1)=O)=O